4-hydroxytetrahydropyridine formate C(=O)O.OC1CCNC=C1